N-(5-cyclopropyl-1H-pyrazol-3-yl)carboxamide C1(CC1)C1=CC(=NN1)NC=O